2',4'-dichloro-5',8'-dihydro-6'H-spiro[chromane-4,7'-quinazoline] ClC1=NC=2CC3(CCC2C(=N1)Cl)CCOC1=CC=CC=C13